5-bromo-2-(piperazin-1-yl)thiazolo[5,4-b]pyridine hydrochloride Cl.BrC1=CC=C2C(=N1)SC(=N2)N2CCNCC2